(2,4,6-trimethylbenzoyl)phosphine oxide CC1=C(C(=O)[PH2]=O)C(=CC(=C1)C)C